C(C)(=O)[O-].C[NH+]1CN(CC1)C 1,3-dimethylimidazolinium acetate